COC(C1CCN(CC1)C1=CC=C2CN(C(C2=C1)=O)[C@@H]1C(NC(CC1)=O)=O)OC (S)-3-(6-(4-(dimethoxymethyl)piperidin-1-yl)-1-oxoisoindolin-2-yl)piperidine-2,6-dione